NC1=C(C=C(C=2C(C3=CC=CC=C3C(C12)=O)=O)Br)Br 1-amino-2,4-dibromoanthraquinone